2-[2-(diethylamino)ethyl]-N-[1-[3-(trifluoromethoxy)phenyl]ethyl]-4-(trifluoromethyl)-5-thiazolecarboxamide C(C)N(CCC=1SC(=C(N1)C(F)(F)F)C(=O)NC(C)C1=CC(=CC=C1)OC(F)(F)F)CC